2-cyclohexylidene-2-(o-tolyl)acetonitrile C1(CCCCC1)=C(C#N)C1=C(C=CC=C1)C